CC=1N=C(C2=CC=CC=C2C1)C(C)(C)NC(C[C@@H]1N(CCC1)C(=O)OC(C)(C)C)=O tert-butyl (R)-2-(2-((2-(3-methylisoquinolin-1-yl)propan-2-yl)amino)-2-oxoethyl)pyrrolidine-1-carboxylate